4-AMINO-5-METHYLPYRIDON NC1=CC(NC=C1C)=O